4-(1-benzoyl-piperidin-4-yl)butan-1-amine C(C1=CC=CC=C1)(=O)N1CCC(CC1)CCCCN